4-(4-(4-(3-aminocyclobutoxy)phenyl)-2,6-dimethyltetrahydro-2H-pyran-4-yl)phenol NC1CC(C1)OC1=CC=C(C=C1)C1(CC(OC(C1)C)C)C1=CC=C(C=C1)O